N-hydroxy-1-(hydroxymethyl)cyclopropanecarboxamidine ONC(=N)C1(CC1)CO